ClC1=C(C=CC(=C1)Cl)[C@@H](C)N1N=NC2=C1N=C(N=C2C)N2CC(C2)[C@@H]2CN(CCC2)CCCC(=O)OC methyl 4-((R)-3-(1-(3-((R)-1-(2,4-dichlorophenyl)ethyl)-7-methyl-3H-[1,2,3]triazolo[4,5-d]pyrimidin-5-yl)azetidin-3-yl)piperidin-1-yl)butanoate